(S)-5-(3-Isopropoxyphenyl)-N-(7-(pyrrolidin-1-yl)-6,7,8,9-tetrahydro-5H-benzo[7]annulen-2-yl)-[1,2,4]triazolo[1,5-a]pyridin-2-amine C(C)(C)OC=1C=C(C=CC1)C1=CC=CC=2N1N=C(N2)NC=2C=CC1=C(CC[C@H](CC1)N1CCCC1)C2